4-bromo-2-chloro-1-[ethoxy(propylsulfanyl)phosphoryl]oxybenzene BrC1=CC(=C(C=C1)OP(=O)(SCCC)OCC)Cl